[1,2,3,4,5,6-13C6]Capric acid O[13C](=O)[13CH2][13CH2][13CH2][13CH2][13CH2]CCCC